bisimidazolidinyl-urea methyl-Hydroxybenzoate CC=1C(=C(C(=O)O)C=CC1)O.N1(CNCC1)NC(NN1CNCC1)=O